4-(N-ethyl-4-(2,2,2-trifluoroacetyl)piperazine-1-sulfonimidoyl)benzenesulfonyl chloride C(C)N=S(=O)(N1CCN(CC1)C(C(F)(F)F)=O)C1=CC=C(C=C1)S(=O)(=O)Cl